BrC1=CC=CC(=N1)C(CO)(CCO)C 2-(6-bromopyridin-2-yl)-2-methylbutan-1,4-diol